NC1=CC=C(C=C1)CCCCCCCCN1C(C2=CC=CC=C2C1=O)=O 2-(8-(4-Aminophenyl)octyl)isoindoline-1,3-dione